4-{[3-(8-{[(3S,4R)-3-fluoro-1-methylpiperidin-4-yl]amino}-3-[(trifluoromethyl)sulfanyl]indolizin-2-yl)prop-2-yn-1-yl]amino}-3-(methoxymethoxy)-N-methylbenzamide F[C@H]1CN(CC[C@H]1NC1=CC=CN2C(=C(C=C12)C#CCNC1=C(C=C(C(=O)NC)C=C1)OCOC)SC(F)(F)F)C